C(C1=CC=CC=C1)(=O)OCCCCCC(C)C iso-octyl benzoate